N-(3-(5-chloro-2-(((3S,4R)-3-hydroxytetrahydro-2H-pyran-4-yl)amino)pyrimidin-4-yl)-5-fluorophenyl)-2-hydroxy-N-isopropyl-2-methylpropanamide ClC=1C(=NC(=NC1)N[C@H]1[C@@H](COCC1)O)C=1C=C(C=C(C1)F)N(C(C(C)(C)O)=O)C(C)C